C(#N)C1=CC(=CC=2N=C(OC21)C=2C(=C(C=CC2)C2=C(C(=CC=C2)C=2OC1=C(N2)C=C(C(=C1)OC(F)F)CN1[C@H](CCC1)C(=O)O)C)C)CN1C[C@@H](CC1)C ((2-(3'-(7-cyano-5-(((R)-3-methylpyrrolidin-1-yl)methyl)benzo[d]oxazol-2-yl)-2,2'-dimethyl-[1,1'-biphenyl]-3-yl)-6-(difluoromethoxy)benzo[d]oxazol-5-yl)methyl)-D-proline